FC1=CC(=C(C=C1)C1=NC=CC2=C1CN(C2=O)C=2C=NN(C2)CCOC)OCC(F)(F)F 4-[4-fluoro-2-(2,2,2-trifluoroethoxy)phenyl]-2-[1-(2-methoxyethyl)-1H-pyrazol-4-yl]-2,3-dihydro-1H-pyrrolo[3,4-c]pyridin-1-one